(R)-2-(2-methoxypropan-2-yl)pyrrolidine COC(C)(C)[C@@H]1NCCC1